Br.BrCC(=O)C1=NC=CC=C1 2-Bromo-1-(pyridin-2-yl)ethan-1-one hydrobromide